C1=CC=CC=2OC3=C(C21)C=C2C=CC(=CC2=C3)C=3C=C(C=CC3)C3=CC(=CC=C3)C3=NC2=C1C(=C4C(=C2N=C3)C=CC=C4)C=CC=C1 2-[3'-(benzo[B]naphtho[2,3-d]furan-8-yl)biphenyl-3-yl]dibenzo[f,H]quinoxaline